7-Bromo-3-methyl-imidazo[1,2-a]pyridine BrC1=CC=2N(C=C1)C(=CN2)C